N1(CCN(CCN(CC1)CC=1C(=C(C=C(C1)C)NC(C(CO)O)=O)O)CC=1C(=C(C=C(C1)C)NC(C(CO)O)=O)O)CC=1C(=C(C=C(C1)C)NC(C(CO)O)=O)O N,N',N''-{1,4,7-triazonane-1,4,7-triyltris[methylene(2-hydroxy-5-methyl-3,1-phenylene)]}tris(2,3-dihydroxypropanamide)